OC1=C(C=CC(=C1)OC)C(=O)C1=C(C=CC=C1)[O-].FC=1C=CC(=C2C(=CN(C12)C)S(=O)(=O)C1=C(C=C(C=C1)N1C=NC(=C1)C)C)C 7-fluoro-1,4-dimethyl-3-[2-methyl-4-(4-methylimidazol-1-yl)phenyl]sulfonyl-indole 2-[(2-hydroxy-4-methoxyphenyl)carbonyl]phenolate